1-(7-amino-2-iodobenzo[b]thiophen-3-yl)-2,2,2-trifluoroethan-1-ol NC1=CC=CC2=C1SC(=C2C(C(F)(F)F)O)I